2-bromo-N-(6-methoxypyridazin-3-yl)propanamide BrC(C(=O)NC=1N=NC(=CC1)OC)C